CCCCCCCCCC/C=C\CCCCCCCCCC(=O)O[C@H](COC(=O)CCCCCCCCC/C=C\CCCCCCCC)COP(=O)(O)OC[C@H](CO)O 1-(11Z-eicosenoyl)-2-(11Z-docosenoyl)-glycero-3-phospho-(1'-sn-glycerol)